CC(CC1=CC=CC=C1)(C)CC(=O)O.C(C)(=O)O.CC(O)(CC1=CC=CC=C1)C dimethylbenzyl-carbinol acetate (2-methyl-1-phenylprop-2-yl-acetate)